FCCCN1C[C@H](CC1)OC1=CC=C(C=C1)C1=C(CCCC2=C1C=CC(=C2)O)C2=C(C=CC=C2)C(C)C 5-[4-[(3S)-1-(3-fluoropropyl)pyrrolidin-3-yl]oxyphenyl]-6-(2-isopropyl-phenyl)-8,9-dihydro-7H-benzo[7]annulen-2-ol